alpha-fluorenylmethoxycarbonyl-L-threonine C1(=CC=CC=2C3=CC=CC=C3CC12)COC(=O)[C@](N)([C@H](O)C)C(=O)O